C(C)C1=CC=C(C=C1)C1CC(C1)N(C(=O)C1CC2(C1)NC(OC2)=O)C N-((1s,3S)-3-(4-ethylphenyl)cyclobutyl)-N-methyl-6-oxo-7-oxa-5-azaspiro[3.4]octane-2-carboxamide